CC=1C=C(C=CC1OC=1C=CC2=CN(N=C2C1)C)NC=1C2=C(N=CN1)C=CC(=N2)C=CC2CN(C2)C(C=C)=O 1-(3-(2-(4-((3-methyl-4-((2-methyl-2H-indazol-6-yl)oxy)phenyl)amino)pyrido[3,2-d]pyrimidin-6-yl)vinyl)azetidin-1-yl)prop-2-en-1-one